NC1C(C(N(CC1)C(=O)OC(C)(C)C)=O)C tert-butyl 4-amino-3-methyl-2-oxopiperidine-1-carboxylate